C(C)C(C(=O)[O-])(C(=O)[O-])CC Diethylmalonat